FC(CN1C(=NC=2C1=NC(=CC2)C=2C=CN1N=C(N=CC12)NC1CC2(CN(C2)CC(C)C)C1)C)F 5-(3-(2,2-difluoroethyl)-2-methyl-3H-imidazo[4,5-b]pyridin-5-yl)-N-(2-isobutyl-2-azaspiro[3.3]heptan-6-yl)pyrrolo[2,1-f][1,2,4]triazin-2-amine